tert-butyl 2-[[2-fluoro-3-(2-hydroxyphenyl) phenyl] methyl]-3-oxo-piperidine-1-carboxylate FC1=C(C=CC=C1C1=C(C=CC=C1)O)CC1N(CCCC1=O)C(=O)OC(C)(C)C